C(#N)C1=NC(=CC(=N1)O[C@@H]1C[C@H](N(CC1)C(=O)OC(C)(C)C)CC#N)F tert-Butyl (2R,4S)-4-[(2-cyano-6-fluoropyrimidin-4-yl)oxy]-2-(cyanomethyl)piperidine-1-carboxylate